C(CCC)OC1=CC=C(C2=CC=CC=C12)C1=NC(=NC(=N1)C(Cl)(Cl)Cl)C(Cl)(Cl)Cl 2-(4-butoxy-naphthalen-1-yl)-4,6-bis-trichloromethyl-s-triazine